C12CN(CC(CC1)N2)C2=NC(=NC1=C(C(=C(C=C21)Cl)C2=CC(=CC1=CC=CC=C21)O)F)O[C@@H](CN2CCCCC2)C 4-(4-(3,8-diazabicyclo[3.2.1]octan-3-yl)-6-chloro-8-fluoro-2-(((R)-1-(piperidin-1-yl)propan-2-yl)oxy)quinazolin-7-yl)naphthalen-2-ol